5-((3ar,6as)-tetrahydro-1H-furo[3,4-c]pyrrol-5(3H)-yl)pyridin-2-amine C1OC[C@@H]2[C@H]1CN(C2)C=2C=CC(=NC2)N